N5-((1r,4S)-4-methoxycyclohexyl)-N3-methyl-1-((S)-1-phenylethyl)-1H-pyrazol-3,5-dicarboxamid COC1CCC(CC1)NC(=O)C1=CC(=NN1[C@@H](C)C1=CC=CC=C1)C(=O)NC